tert-Butyl 3-[1-(benzyloxycarbonylamino)-2-oxo-ethyl]pyrrolidine-1-carboxylate C(C1=CC=CC=C1)OC(=O)NC(C=O)C1CN(CC1)C(=O)OC(C)(C)C